4-chloro-5H-pyrrolo[3,2-d]Pyrimidine-4-amine ClC1(C2=C(N=CN1)C=CN2)N